ClC=1C(=NC=CC1)C(C)(C)NC1=NC=C(C=N1)C=1C=C2C(=NC1)C=CN2 [1-(3-chloro(2-pyridyl))-isopropyl](5-pyrrolo[3,2-b]pyridin-6-ylpyrimidin-2-yl)amine